ClC1=CC2=C(N=C(S2)NC=2C=C(C(=O)N[C@H]3CNCC3)C=CN2)C=C1 (R)-2-((6-chlorobenzo-[d]thiazol-2-yl)amino)-N-(pyrrolidin-3-yl)isonicotinamide